N1=CN=C2C=3C(=CC=CC13)OCC=N2 [1,4]oxazepino[5,6,7-de]quinazoline